2-[2-(3-bromophenyl)-5-fluorophenyl]-1-methylimidazole BrC=1C=C(C=CC1)C1=C(C=C(C=C1)F)C=1N(C=CN1)C